(2,2-difluorocyclopropyl)((CIS)-2-((((CIS)-4-phenylcyclohexyl)oxy)methyl)-3-(1H-pyrazol-3-yl)piperidin-1-yl)methanone FC1(C(C1)C(=O)N1[C@H]([C@H](CCC1)C1=NNC=C1)CO[C@@H]1CC[C@@H](CC1)C1=CC=CC=C1)F